3-acetyl-2,2-dimethyl-cyclopropanecarboxylic acid C(C)(=O)C1C(C1C(=O)O)(C)C